CC1=CC=C(C=C1)S(=O)(=O)OC1=CC=C(C=C1)S(=O)(=O)ON=C1C=CC(S1)=C(C#N)C1=C(C=CC=C1)C (5-(4-(4-methylphenyl-sulfonyloxy)phenylsulfonyloxyimino)-5H-thiophen-2-ylidene)-(2-methylphenyl)acetonitrile